C(C)OC(=O)C=1NC(=CC1)\C=C\C(=O)OCC (E)-5-(3-ethoxy-3-oxoprop-1-en-1-yl)-1H-pyrrole-2-carboxylic acid ethyl ester